2-(3-(5-ethyl-2-((4-fluoro-2-methoxy-5-nitrophenyl)amino)pyrimidin-4-yl)-1H-indol-1-yl)acetic acid C(C)C=1C(=NC(=NC1)NC1=C(C=C(C(=C1)[N+](=O)[O-])F)OC)C1=CN(C2=CC=CC=C12)CC(=O)O